methyl 4-amino-1-((S)-2-chloro-6-methyl-4-(trifluoromethyl)phenyl)-6-oxo-1,6-dihydropyrimidine-5-carboxylate NC=1N=CN(C(C1C(=O)OC)=O)C1=C(C=C(C=C1C)C(F)(F)F)Cl